FC1=CC2=C(C=C(O2)C2=C3N=CC(=NC3=CC(=C2)C)OC)C=C1OC 5-(6-fluoro-5-methoxybenzofuran-2-yl)-2-methoxy-7-methylquinoxaline